(E)-1-ethoxyethene-2-boronic acid pinacol ester C(C)O\C=C\B1OC(C)(C)C(C)(C)O1